benzyl 4-(2-(((tert-butoxycarbonyl)alanyl)oxy)propan-2-yl)-2-fluorobenzoate C(C)(C)(C)OC(=O)N[C@@H](C)C(=O)OC(C)(C)C1=CC(=C(C(=O)OCC2=CC=CC=C2)C=C1)F